23-(Acryloyloxy)-tricosanyl methacrylat C(C(=C)C)(=O)OCCCCCCCCCCCCCCCCCCCCCCCOC(C=C)=O